5-(1,5-dimethyl-1H-pyrazol-3-yl)-3-(1-(3-fluorophenyl)cyclopropyl)-1,2,4-oxadiazole CN1N=C(C=C1C)C1=NC(=NO1)C1(CC1)C1=CC(=CC=C1)F